O([C@H]1[C@H](O)[C@@H](O)[C@H](O)[C@H](O1)C(=O)O)C1=C(C=CC=C1)NC(CCNC(CCCCCN1C(C=CC1=O)=O)=O)=O 2-([N-[6-(2,5-dioxo-2,5-dihydro-1H-pyrrol-1-yl)hexanoyl]-beta-alanyl]amino)phenyl beta-D-glucopyranosiduronic acid